1,3-di(p-iodophenyl)urea IC1=CC=C(C=C1)NC(=O)NC1=CC=C(C=C1)I